5-{[(2R,3S,11bR)-9,10-dimethoxy-3-(2-methylpropyl)-1H,2H,3H,4H,6H,7H,11bH-pyrido[2,1-a]isoquinolin-2-yl]methoxy}-5-oxopentanoic acid COC=1C=C2CCN3[C@@H](C2=CC1OC)C[C@H]([C@@H](C3)CC(C)C)COC(CCCC(=O)O)=O